3-(3-Methoxyphenethyl)-1,4,2-dioxazol-5-one COC=1C=C(CCC2=NOC(O2)=O)C=CC1